CN1CC2=CC(=CC=C2CC1)C=1N=C2C(=NC1)NC=C2 2-(2-Methyl-1,2,3,4-tetrahydroisoquinolin-7-yl)-5H-pyrrolo[2,3-b]pyrazine